(1R,2S,3R,5R)-3-((5-chloro-4-(4-fluoro-2-(2-hydroxypropan-2-yl)-1-isopropyl-1H-benzo[d]imidazol-6-yl)pyrimidin-2-yl)amino)-6,8-dioxabicyclo[3.2.1]octan-2-ol ClC=1C(=NC(=NC1)N[C@H]1[C@@H]([C@H]2CO[C@@H](C1)O2)O)C=2C=C(C1=C(N(C(=N1)C(C)(C)O)C(C)C)C2)F